4-benzyl-6,7-dimethoxy-phthalazin-1(2H)-one C(C1=CC=CC=C1)C1=NNC(C2=CC(=C(C=C12)OC)OC)=O